((2,6-difluorobenzyl)oxy)-2-methyl-N-(2-oxopyrrolidin-3-yl)benzofuran-3-carboxamide FC1=C(COC2=CC=CC3=C2C(=C(O3)C)C(=O)NC3C(NCC3)=O)C(=CC=C1)F